1-methyl-1,4,5,10-tetrahydropyrazolo[3,4-b][1,5]benzodiazepine dihydrochloride Cl.Cl.CN1N=CC2=C1NC1=C(NC2)C=CC=C1